BrC1=C2C(=C(C(=NC2=CC=C1)N1CC2(CN(C2)C(=O)OC(C)(C)C)CC1)C)Cl tert-butyl 6-(5-bromo-4-chloro-3-methylquinolin-2-yl)-2,6-diazaspiro[3.4]octane-2-carboxylate